4,5-bis(diphenylphosphino)-9,9-dimethyl-9H-xanthene C1(=CC=CC=C1)P(C1=CC=CC=2C(C3=CC=CC(=C3OC12)P(C1=CC=CC=C1)C1=CC=CC=C1)(C)C)C1=CC=CC=C1